di-adamantyl-(n-butyl)phosphine C12(CC3CC(CC(C1)C3)C2)P(CCCC)C23CC1CC(CC(C2)C1)C3